3-(2-bromo-3-(benzisoxazol-6-yl)anilino)benzisothiazole BrC1=C(NC2=NSC3=C2C=CC=C3)C=CC=C1C1=CC3=C(C=NO3)C=C1